(S)-tert-Butyl 4-(5-((6-(3,5-dichlorophenyl)-4-(((methylsulfonyl)oxy)methyl)pyridin-2-yl)oxy)pyrimidin-2-yl)-2-methylpiperazine-1-carboxylate ClC=1C=C(C=C(C1)Cl)C1=CC(=CC(=N1)OC=1C=NC(=NC1)N1C[C@@H](N(CC1)C(=O)OC(C)(C)C)C)COS(=O)(=O)C